ClC=1C2=C(N=NC1)C(=C(S2)C[C@H](C)NC(OC(C)(C)C)=O)C tert-butyl N-[(2S)-1-{4-chloro-7-methylthieno[3,2-c]pyridazin-6-yl}propan-2-yl]carbamate